CS(=O)(=O)OC=1C=NC=2N(C1)C(=C(N2)C2=NC(=NN2)C(F)(F)F)C2=CN=CN2 3-(1H-imidazol-5-yl)-2-(3-(trifluoromethyl)-1H-1,2,4-triazol-5-yl)imidazo[1,2-a]pyrimidin-6-yl methanesulfonate